4-(4-heptylcyclohexyl)phenol C(CCCCCC)C1CCC(CC1)C1=CC=C(C=C1)O